2-(2-fluorophenyl)-5-(7-methoxy-1,2,3,4-tetrahydronaphthalen-2-yl)-4,5,6,7-tetrahydro-3H-imidazo[4,5-c]pyridine, trifluoroacetic acid salt FC(C(=O)O)(F)F.FC1=C(C=CC=C1)C1=NC2=C(CN(CC2)C2CC3=CC(=CC=C3CC2)OC)N1